FC(N1C(=NN=C1)C1=C2C(=NC(=C1)N1[C@@H](COCC1)C)C(=NS2)C2=CC(=NN2)C)F (R)-4-(7-(4-(difluoromethyl)-4H-1,2,4-triazol-3-yl)-3-(3-methyl-1H-pyrazol-5-yl)isothiazolo[4,5-b]pyridin-5-yl)-3-methylmorpholine